Cl.CNCC1=CC=C(C=C1)C1=NNC(C2=CC=CC=C12)=O 4-(4-((methylamino)methyl)phenyl)phthalazin-1(2H)-one hydrochloride